ClC=1C(N(C(=CC1OCC1=NC=C(C=C1F)F)C)C1=C(C(=NC=C1C)C1=NC(=NC=C1)C(C)(C)O)C)=O chloro-4-[(3,5-difluoropyridin-2-yl)methoxy]-2'-[2-(2-hydroxypropan-2-yl)pyrimidin-4-yl]-3',5',6-trimethyl-[1,4'-bipyridin]-2-one